C1(CC1)C1=C(CN2CC(C2)(O)C)C=CC(=C1)C1CN(C1)C1=C(C=CC=C1Cl)Cl (2-cyclopropyl-4-(1-(2,6-dichlorophenyl)azetidin-3-yl)benzyl)-3-methylazetidin-3-ol